NCC1(CCN(CC1)C=1C(NC2=C(N1)NN=C2SC2=C(C(=CC=C2)Cl)Cl)=O)C 6-(4-(aminomethyl)-4-methylpiperidin-1-yl)-3-((2,3-dichlorophenyl)thio)-1,4-dihydro-5H-pyrazolo[3,4-b]pyrazin-5-one